C(C)(C)N(CCC1=C2C=CC(=CC2=CC=C1)O)C 5-(2-(isopropyl(methyl)amino)ethyl)naphthalen-2-ol